C1(CC1)COC=1C(=CC2=CN(N=C2C1)C1CCNCC1)C(=O)NC=1C=NN2C1N=CC=C2 6-(cyclopropylmethoxy)-2-(piperidin-4-yl)-N-(pyrazolo[1,5-a]pyrimidin-3-yl)-2H-indazole-5-carboxamide